cerium-magnesium [Mg].[Ce]